2-(2-amino-3-chloro-phenyl)-2,2-difluoro-acetic acid NC1=C(C=CC=C1Cl)C(C(=O)O)(F)F